NC1CCN(CC1)C([C@@H](CCCCNCCOCCOC)NC([C@@H](CC(C)C)NC([C@@H](CC1=CC=CC=C1)NC([C@@H](CC1=CC=CC=C1)N)=O)=O)=O)=O 4-Amino-1-((R)-2-((R)-2-((R)-2-((R)-2-amino-3-phenylpropanamido)-3-phenylpropan-amido)-4-methylpentanamido)-6-((2-(2-methoxyethoxy)ethyl)amino)hexanoyl)piperidin